Methyl 2-[1-(benzyloxycarbonyl)piperazin-2-yl]acetate hydrochloride salt Cl.C(C1=CC=CC=C1)OC(=O)N1C(CNCC1)CC(=O)OC